5-carboxyuridine-5'-triphosphate P(O)(=O)(OP(=O)(O)OP(=O)(O)O)OC[C@@H]1[C@H]([C@H]([C@@H](O1)N1C(=O)NC(=O)C(=C1)C(=O)O)O)O